(Z-Z)-11,13-Hexadecadienyl acetate C(C)(=O)OCCCCCCCCCC\C=C/C=C\CC